Ethyl 4-formyl-1-methyl-pyrazole-3-carboxylate C(=O)C=1C(=NN(C1)C)C(=O)OCC